[3-(2,4-Dioxohexahydropyrimidin-1-yl) imidazo[1,2-a]Pyridin-8-yl]-tert-butyl 1,4-diazacycloheptane-1-carboxylate N1(CCNCCC1)C(=O)OC(CC=1C=2N(C=CC1)C(=CN2)N2C(NC(CC2)=O)=O)(C)C